BrC1=CN(C2=CN=C(C=C21)C=2C(=NC=CC2)C2CC2)C(=O)OC(C)(C)C tert-butyl 3-bromo-5-(2-cyclopropylpyridin-3-yl)pyrrolo[2,3-c]pyridine-1-carboxylate